C(=C)C(C=C)=CCC 3-Vinyl-hexadien